2-Methyl-5-((1-methylazetidin-2-yl)methoxy)-N-(1-(7-(2-methylthiazol-5-yl)quinolin-5-yl)cyclopropyl)benzamide CC1=C(C(=O)NC2(CC2)C2=C3C=CC=NC3=CC(=C2)C2=CN=C(S2)C)C=C(C=C1)OCC1N(CC1)C